4-bromo-3-chloro-N-(2,3-dichlorophenyl)benzenesulfonamide BrC1=C(C=C(C=C1)S(=O)(=O)NC1=C(C(=CC=C1)Cl)Cl)Cl